NCC(CN1N=CN(C1=O)CCC=1SC(=CC1)C=1C=NC(=CC1)N(C)C)=C(F)F 2-[2-(aminomethyl)-3,3-difluoro-allyl]-4-[2-[5-[6-(dimethylamino)-3-pyridinyl]-2-thienyl]ethyl]-1,2,4-triazol-3-one